1,3-bis(4-phenoxybenzoyl)benzene Isopropyl-1-(fluoromethyl)-3,3-dimethoxy-cyclobutanecarboxylate C(C)(C)OC(=O)C1(CC(C1)(OC)OC)CF.O(C1=CC=CC=C1)C1=CC=C(C(=O)C2=CC(=CC=C2)C(C2=CC=C(C=C2)OC2=CC=CC=C2)=O)C=C1